phenazine-diquinone C1(C(C(C(C2=NC3=CC=CC=C3N=C12)=O)=O)=O)=O